ethyl 2-(4-(benzyloxy)-3-methyl-1-propyl-1H-pyrazol-5-yl)-4-(3-(2,4-dimethoxybenzylcarbamoyl)-5-methyl-1H-pyrazolo[3,4-c]pyridin-1-yl)oxazole-5-carboxylate C(C1=CC=CC=C1)OC=1C(=NN(C1C=1OC(=C(N1)N1N=C(C=2C1=CN=C(C2)C)C(NCC2=C(C=C(C=C2)OC)OC)=O)C(=O)OCC)CCC)C